ClC=1C=CC(=C(COC2=C(SC=C2)C(=O)NC=2C=NC=CC2)C1)OCCCCCC 3-(5-chloro-2-hexyloxybenzyloxy)-N-(pyridin-3-yl)thiophene-2-carboxamide